ClC=1C(=CC2=C(C[C@@](O2)([C@H]2NCCC2)C2=CC=CC=C2)C1C=1C(=CC2=C(OCCN2C(=O)C2CC2)C1F)C(=O)N)F (S)-7-((S)-5-Chloro-6-fluoro-2-phenyl-2-((S)-pyrrolidin-2-yl)-2,3-dihydrobenzofuran-4-yl)-4-(cyclopropanecarbonyl)-8-fluoro-3,4-dihydro-2H-benzo[b][1,4]oxazine-6-carboxamide